ICl Iodochloride